5-(2-methoxyphenyl)-N-(5-((tetrahydrofuran-2-yl)methoxy)thiazolo[5,4-b]pyridin-2-yl)pyridazine-4-carboxamide COC1=C(C=CC=C1)C=1C(=CN=NC1)C(=O)NC=1SC2=NC(=CC=C2N1)OCC1OCCC1